3-((6-(3-Hydroxynaphthalen-1-yl)-2-oxoquinoxalin-1(2H)-yl)methyl)azetidine-1-carboxylic acid tert-butyl ester C(C)(C)(C)OC(=O)N1CC(C1)CN1C(C=NC2=CC(=CC=C12)C1=CC(=CC2=CC=CC=C12)O)=O